(2R)-2-[[4-(2,6-Dichloro-4-fluoro-phenyl)-7-quinolyl]oxy]-1-(2-oxa-7-azaspiro[3.5]nonan-7-yl)propan-1-on ClC1=C(C(=CC(=C1)F)Cl)C1=CC=NC2=CC(=CC=C12)O[C@@H](C(=O)N1CCC2(COC2)CC1)C